Racemic-3-(3-chloro-4-fluorophenyl)-1-isobutyl-1-(1-(3-methyl-4-oxo-3,4-dihydrophthalazin-1-yl)ethyl)urea ClC=1C=C(C=CC1F)NC(N([C@H](C)C1=NN(C(C2=CC=CC=C12)=O)C)CC(C)C)=O |r|